(R)-1-(2,5-difluoropyridin-3-yl)ethyl (4-(5-((1S,2S)-1-cyano-2-fluorocyclopropane-1-carboxamido)pyridin-2-yl)-1-methyl-1H-1,2,3-triazol-5-yl)carbamate C(#N)[C@]1([C@H](C1)F)C(=O)NC=1C=CC(=NC1)C=1N=NN(C1NC(O[C@H](C)C=1C(=NC=C(C1)F)F)=O)C